ClC=1C=C2CC(CC2=CC1)NC=1C=CC(=NC1)C(C(F)(F)F)N1C(CCC1)=O 1-(1-(5-((5-Chloro-2,3-dihydro-1H-inden-2-yl)amino)pyridin-2-yl)-2,2,2-trifluoroethyl)pyrrolidin-2-one